O=C1N(C(C=C1)=O)C(CCC(NCC(NCC(NCC(NCCC(=O)ON1C(CCC1=O)=O)=O)=O)=O)=O)C 2,5-dioxopyrrolidin-1-yl 17-(2,5-dioxo-2,5-dihydro-1H-pyrrol-1-yl)-5,8,11,14-tetraoxo-4,7,10,13-tetraazaoctadecan-1-oate